tert-Butyl N-[6-hydroxy-9,13-dioxo-6,15-bis(trifluoromethyl)-19-oxa-3,4,18-triazatricyclo[12.3.1.12,5]nonadeca-1(17),2,4,14(18),15-pentaen-17-yl]carbamate OC1(C2=NN=C(C3=C(C=C(C(C(CCCC(CC1)=O)=O)=N3)C(F)(F)F)NC(OC(C)(C)C)=O)O2)C(F)(F)F